tert-Butyl 4-(2-(4-(5-chloro-2-(2-hydroxyacetyl)phenyl)-3-methoxy-6-oxopyridazin-1(6H)-yl)-4-methylpentanamido)benzoate ClC=1C=CC(=C(C1)C=1C(=NN(C(C1)=O)C(C(=O)NC1=CC=C(C(=O)OC(C)(C)C)C=C1)CC(C)C)OC)C(CO)=O